ClCC=1N=C(OC1)C1=CC(=NC=C1)OC(C)C 4-(chloromethyl)-2-(2-isopropoxypyridin-4-yl)oxazole